NC=1C2=C(N=CN1)C(=CS2)C=2C=CC(=C(C2)NC(=O)N2OCC[C@H]2C2=CC=CC=C2)C (S)-N-(5-(4-aminothieno[3,2-d]pyrimidine-7-yl)-2-methylphenyl)-3-phenylisoxazolidine-2-carboxamide